3-bromo-5-cyclopropyl-1-((2-(trimethylsilyl)ethoxy)methyl)-1H-pyrazole BrC1=NN(C(=C1)C1CC1)COCC[Si](C)(C)C